p-(2,2,2-trifluoroethoxy)aniline FC(COC1=CC=C(N)C=C1)(F)F